2,2'-[naphthalene-1,8-diylbis(oxyethane-2,1-diyloxy[1,1'-binaphthalene]-2',2-diyloxy)]di(ethan-1-ol) C1(=CC=CC2=CC=CC(=C12)OCCOC1=C(C2=CC=CC=C2C=C1)C1=C(C=CC2=CC=CC=C12)OCCO)OCCOC1=C(C2=CC=CC=C2C=C1)C1=C(C=CC2=CC=CC=C12)OCCO